N1=C(C=CC2=CC=CC=C12)SCC(=O)N 2-(quinoline-2-yl-thio)acetamide